N-{[(2S)-Oxolan-2-yl]methyl}-2'-[(Pyridin-2-yl)methyl]-8'-(Trifluoromethyl)-2',5'-dihydrospiro[Cyclopropan-1,4'-furo[2,3-g]indazol]-7'-carboxamid O1[C@@H](CCC1)CNC(=O)C1=C(C2=C(CC3(C4=CN(N=C24)CC2=NC=CC=C2)CC3)O1)C(F)(F)F